C(C)N(C(COC1=CC(=CC=C1)F)=O)CC=1SC=CC1 n-ethyl-2-(3-fluorophenoxy)-N-(thiophen-2-ylmethyl)acetamide